phosphonium bis-catecholate C=1([O-])C([O-])=CC=CC1.C=1([O-])C([O-])=CC=CC1.[PH4+].[PH4+].[PH4+].[PH4+]